P(=O)(OCCOC(C=C)=O)(OC(C)=O)[O-] acryloyloxyethyl acetyl phosphate